5-oxido-3-(trifluoromethyl)-6a,7,9,10-tetrahydropyrazino[1,2-d]pyrido[3,2-b][1,4]thiazin O=S1C2=C(N3C(C1)CNCC3)N=CC(=C2)C(F)(F)F